OC(C)(C1=CC(=NN1C1=CC=C(C=C1)C(F)(F)F)N1CCN(CC1)C(=O)OC(C)(C)C)C tert-butyl 4-[5-(1-hydroxyl-methyl-ethyl)-1-[4-(trifluoromethyl)phenyl]pyrazol-3-yl]piperazine-1-carboxylate